[Na+].[Na+].O=C(C(=O)[O-])CCC(=O)[O-].FC(C(C(C(C(C(F)(F)F)(F)F)(F)F)(F)F)(F)F)(S(=O)[O-])F.[Na+] sodium perfluorohexyl-sulfinate alpha-ketoglutarate disodium salt